N-Dodecylquinoline-2-carboxamide C(CCCCCCCCCCC)NC(=O)C1=NC2=CC=CC=C2C=C1